NC1=NC=C(C2=C1C=NN2)NC(C(N2[C@H](CC[C@@H](C2)C)C=2C=C1CCC(NC1=CC2)=O)=O)=O |r| N-(4-Amino-1H-pyrazolo[4,3-c]pyridin-7-yl)-2-oxo-2-[rac-(2R,5S)-5-methyl-2-(2-oxo-3,4-dihydro-1H-quinolin-6-yl)-1-piperidyl]acetamide